2,6-bis(2-bromopropyl)phenol BrC(CC1=C(C(=CC=C1)CC(C)Br)O)C